1-(4-(4-amino-7-methyl-5-(4-(pyridin-2-yloxy)phenyl)-7H-pyrrolo[2,3-d]pyrimidin-6-yl)-3,6-dihydropyridin-1(2H)-yl)prop-2-en-1-one NC=1C2=C(N=CN1)N(C(=C2C2=CC=C(C=C2)OC2=NC=CC=C2)C=2CCN(CC2)C(C=C)=O)C